4-(6-chloro-2-(3,5-dimethyl-1H-pyrazol-1-yl)pyrimidin-4-yl)morpholine-2-carbonitrile ClC1=CC(=NC(=N1)N1N=C(C=C1C)C)N1CC(OCC1)C#N